ClC1=CC=C(C=C1)S(=O)(=O)NCCCNC1=NC=CC(=N1)C1=C(N=C2OC=CN21)C2=CC(=C(C=C2)F)OC 4-chloro-N-(3-(4-(6-(4-fluoro-3-methoxyphenyl)imidazo[2,1-b]oxazol-5-yl)pyrimidin-2-ylamino)propyl)benzenesulfonamide